5-[(4R,9aR)-8-[2-[(3R,4R)-3-amino-4-methoxy-pyrrolidin-1-yl]-6-methyl-pyrimidin-4-yl]-4-methyl-3,4,6,7,9,9a-hexahydro-1H-pyrazino[1,2-a]pyrazin-2-yl]quinoline-8-carbonitrile N[C@@H]1CN(C[C@H]1OC)C1=NC(=CC(=N1)N1C[C@@H]2N([C@@H](CN(C2)C2=C3C=CC=NC3=C(C=C2)C#N)C)CC1)C